3-(5-(4-cyclopropyl-1H-imidazol-1-yl)-2-methoxyphenyl)-5-(4-isopropyl-4H-1,2,4-triazol-3-yl)-1H-indazole C1(CC1)C=1N=CN(C1)C=1C=CC(=C(C1)C1=NNC2=CC=C(C=C12)C1=NN=CN1C(C)C)OC